C(C=C)OCC1CO1 2-[(allyloxy)methyl] ethylene oxide